(-)-tert-butyl 3-(5-(5-(1-amino-3-cyclopropyl-1-(pyridin-3-yl)propyl)-2-fluorophenylcarbamoyl)-3-(trifluoromethyl)-1H-pyrazol-1-yl)benzylcarbamate NC(CCC1CC1)(C=1C=NC=CC1)C=1C=CC(=C(C1)NC(=O)C1=CC(=NN1C=1C=C(CNC(OC(C)(C)C)=O)C=CC1)C(F)(F)F)F